4-(6-fluoro-3-pyridinyl)-6-(2-hydroxy-2-methyl-propoxy)pyrazolo[1,5-a]pyridine-3-carbonitrile FC1=CC=C(C=N1)C=1C=2N(C=C(C1)OCC(C)(C)O)N=CC2C#N